N-(3'-((5-amino-6-chloropyrimidin-4-yl)amino)-2'-fluoro-4'-((3S,5R)-3,4,5-trimethylpiperazin-1-yl)-[1,1'-biphenyl]-4-yl)-2-cyclohexylacetamide NC=1C(=NC=NC1Cl)NC=1C(=C(C=CC1N1C[C@@H](N([C@@H](C1)C)C)C)C1=CC=C(C=C1)NC(CC1CCCCC1)=O)F